ClC1=C(C=C2C=C(N=CC2=C1)NC(=O)[C@@H]1[C@H](C1)C=1C=NN(C1)C)[C@@H]1CC12CC2 (1S,2S)-N-(7-chloro-6R-(spiro[2.2]pentan-1-yl)isoquinolin-3-yl)-2-(1-methyl-1H-pyrazol-4-yl)cyclopropane-1-carboxamide